NC1=NC=NC=2N(C3=CC=C(C=C3C21)C(=O)OC)CC(=O)N2[C@@H]1C[C@@H]1C[C@H]2C(NC2=NC(=CC=C2)Br)=O methyl 4-amino-9-(2-((1R,3S,5R)-3-((6-bromopyridin-2-yl)carbamoyl)-2-azabicyclo[3.1.0]hexan-2-yl)-2-oxoethyl)-9H-pyrimido[4,5-b]indole-6-carboxylate